N-(6-bromo-1-oxo-2,3-dihydro-1H-inden-5-yl)acetamide tert-Butyl-4-(3-bromo-4-(((2,6-dioxopiperidin-3-yl)amino)methyl)phenyl)piperazine-1-carboxylate C(C)(C)(C)OC(=O)N1CCN(CC1)C1=CC(=C(C=C1)CNC1C(NC(CC1)=O)=O)Br.BrC1=C(C=C2CCC(C2=C1)=O)NC(C)=O